N-((1-methyl-4-nitro-1H-benzo[d]imidazol-6-yl)sulfonyl)benzamide CN1C=NC2=C1C=C(C=C2[N+](=O)[O-])S(=O)(=O)NC(C2=CC=CC=C2)=O